[Cl-].[Cl-].C(C)C1(C=CC=C1)[Zr+2]C1=CC=C(C=2C3=CC=CC=C3CC12)OC (ethylcyclopentadienyl)(4-methoxyfluorenyl)zirconium dichloride